2,2'-iminobisethanol N(CCO)CCO